4-(2-chloro-8-hydroxy-2'-oxo-1',4',5,8-tetrahydro-2'H,6H-spiro[quinazoline-7,3'-quinoline]-4-yl)piperazine-1-carboxylic acid tert-butyl ester C(C)(C)(C)OC(=O)N1CCN(CC1)C1=NC(=NC=2C(C3(C(NC4=CC=CC=C4C3)=O)CCC12)O)Cl